6-aminocaproylferrocene NCCCCCC(=O)[C-]1C=CC=C1.[CH-]1C=CC=C1.[Fe+2]